F[Sb-](F)(F)(F)(F)F.[Ag+5].F[Sb-](F)(F)(F)(F)F.F[Sb-](F)(F)(F)(F)F.F[Sb-](F)(F)(F)(F)F.F[Sb-](F)(F)(F)(F)F silver (V) hexafluoroantimonate